ClC=1C(=C(C=CC1)NC1=NC=NC2=CC=C(C=C12)N1CNCCC1)F N-(3-chloro-2-fluoro-phenyl)-6-hexahydropyrimidin-1-yl-quinazolin-4-amine